C(CCCCCCC\C=C/CCCCCCCC)C(C(=O)N)CCCCCC\C=C/CCCCCCCC oleyl-oleic acid amide